CC(C)(C)C=1C=C(C=C(C1O)C(C)(C)C)CCC(=O)O 3,5-Bis-(1,1-dimethylethyl)-4-hydroxybenzenepropanoic acid